2,4-dimethyl-3-methylsulfonyl-benzoic acid CC1=C(C(=O)O)C=CC(=C1S(=O)(=O)C)C